C(C)(C)(C)OC(=O)NC1(CCN(CC1)CC1CC1)C(=O)N[C@@H](C)C1=CC=C(C(=O)OC)C=C1 Methyl 4-[(1S)-1-[[4-(tert-butoxycarbonylamino)-1-(cyclopropylmethyl)piperidine-4-carbonyl]amino]ethyl]benzoate